1-((3-(2-(3-fluorophenyl)-4-methylpyrrolidine-1-carbonyl)bicyclo[1.1.1]-pentan-1-yl)methyl)-1H-pyrazole-4-carbonitrile FC=1C=C(C=CC1)C1N(CC(C1)C)C(=O)C12CC(C1)(C2)CN2N=CC(=C2)C#N